BrC=1SC2=C3C(CCCOC13)=C(NC2=O)CNCC2=CC=C(C=C2)OC 1-bromo-5-(((4-methoxybenzyl)amino)methyl)-4,6,7,8-tetrahydro-3H-9-oxa-2-thia-4-azabenzo[cd]azulen-3-one